(3S,10S)-7-((3S,5R)-4-acryloyl-3,5-dimethylpiperazin-1-yl)-10-(2,4-difluorophenyl)-3-(methoxymethyl)-9-(trifluoromethyl)-2,3-dihydro-5H-[1,4]thiazino[2,3,4-ij]quinazolin-5-one C(C=C)(=O)N1[C@H](CN(C[C@H]1C)C1=NC(N2C3=C(C(=C(C=C13)C(F)(F)F)C1=C(C=C(C=C1)F)F)SC[C@@H]2COC)=O)C